[5-Chloro-3-(2-methoxypropyl)-4-oxo-quinazolin-6-yl]sulfanyl-sodium ClC1=C2C(N(C=NC2=CC=C1S[Na])CC(C)OC)=O